COC=1C(=CC2=C(N=C(S2)NC(C(OC2=CC=C(C=C2)OC)C2=C(C=CC=C2)S(=O)(=O)C2=CC=C(C=C2)OC)=O)C1)OC N-(5,6-Dimethoxy-benzothiazol-2-yl)-2-[2-(4-methoxy-benzenesulfonyl)-phenyl]-2-(4-methoxy-phenoxy)-acetamide